O1C(=O)C(=CC2=CC=CC=C12)C=CC(=O)O.O1C(=O)C=CC2=CC=CC=C12 coumarin (coumarinacrylate)